NC1=NC2=C(C=CC=C2C(=N1)C(=O)NC(C)(C1=NC=CC=C1)C)OC 2-amino-8-methoxy-N-[1-methyl-1-(2-pyridyl)ethyl]quinazoline-4-carboxamide